O.ClC=1C=NC(=C(C1)Cl)NN 3,5-dichloro-6-hydrazinopyridine hydrate